tert-Butyl ((2-(((1S*,3S*)-3-(2-((4,4-difluorocyclohexyl)amino)ethyl)cyclopentyl)oxy)-4-methylphenyl)sulfonyl)-L-prolinate FC1(CCC(CC1)NCC[C@H]1C[C@H](CC1)OC1=C(C=CC(=C1)C)S(=O)(=O)N1[C@@H](CCC1)C(=O)OC(C)(C)C)F |o1:10,12|